N-(3-cyclobutyl-5-(trifluoromethyl)pyrazolo[1,5-a]pyridin-2-yl)-4-fluoro-3-(fluoromethyl)-3-hydroxybutanamide C1(CCC1)C=1C(=NN2C1C=C(C=C2)C(F)(F)F)NC(CC(CF)(O)CF)=O